FC(OC1=C(C=CC(=C1F)F)[C@H]1[C@@H](O[C@@]([C@H]1C)(C(F)(F)F)C)C(=O)NC1=CC(=NC=C1C)C(=O)N)F (2R,3S,4S,5S)-4-[[3-[2-(difluoromethoxy)-3,4-difluoro-phenyl]-4,5-dimethyl-5-(trifluoromethyl)tetrahydrofuran-2-carbonyl]amino]-5-methyl-pyridine-2-carboxamide